ClC=1C=C(C(=NC1)N1C(C(N(C(C1)=O)CC1=CC=C(C=C1)CC)C1COC1)=O)F 1-(5-chloro-3-fluoropyridin-2-yl)-4-(4-ethylbenzyl)-3-(oxetan-3-yl)piperazine-2,5-dione